(((((2S,3S,4R,5R)-5-(6-chloro-4-((4-fluorobenzyl)amino)-1H-pyrazolo[3,4-d]pyrimidin-1-yl)-3,4-dihydroxytetrahydrofuran-2-yl)methyl)sulfonyl)methyl)phosphonic acid ClC1=NC(=C2C(=N1)N(N=C2)[C@H]2[C@@H]([C@@H]([C@H](O2)CS(=O)(=O)CP(O)(O)=O)O)O)NCC2=CC=C(C=C2)F